(5-cyclopropyl-isoxazol-3-yl)(4-fluorophenyl)methanone C1(CC1)C1=CC(=NO1)C(=O)C1=CC=C(C=C1)F